2-Octan-2-ylbenzene-1,3-diol CC(CCCCCC)C1=C(C=CC=C1O)O